ClC1=C(C=C(C=C1)[C@H]1[C@@H](CN(C(O1)=O)C1=CC(=NN1COCC[Si](C)(C)C)C1=CC=NC=C1)F)F trans-6-(4-chloro-3-fluorophenyl)-5-fluoro-3-(3-(pyridin-4-yl)-1-((2-(trimethylsilyl)ethoxy)methyl)-1H-pyrazol-5-yl)-1,3-oxazinan-2-one